4-(dibenzo[b,d]thiophen-3-ylethynyl)aniline C1=CC(=CC=2SC3=C(C21)C=CC=C3)C#CC3=CC=C(N)C=C3